Cl.ClC=1C=C(C[C@@H]2N=C3SC=C(N3C2)CCl)C=CC1 (S)-6-(3-chlorobenzyl)-3-(chloromethyl)-5,6-dihydroimidazo[2,1-b]Thiazole hydrochloride